4-((1-(3-(pentafluoro-λ6-sulfanyl)phenyl)ethyl)amino)pyrido[4,3-d]pyrimidine-7(6H)-one FS(C=1C=C(C=CC1)C(C)NC=1C=2C(N=CN1)=CC(NC2)=O)(F)(F)(F)F